BrC1=CC=C(C=C1)C(=O)C1(CC1)C (4-bromophenyl)-(1-methylcyclopropyl)methanone